C(C)(C)N1C(=NC2=NC=C(C=C21)C=2C=CN1N=C(N=CC12)N[C@@H]1CC[C@@H](CC1)NC)C cis-N1-(5-(1-isopropyl-2-methyl-1H-imidazo[4,5-b]pyridin-6-yl)pyrrolo[2,1-f][1,2,4]triazin-2-yl)-N4-methylcyclohexane-1,4-diamine